FC(C=1C=NC(=NC1)NC1CN(CC1)C1=NC=NC2=CC=CC=C12)(F)F 4-(3-((5-(trifluoromethyl)pyrimidin-2-yl)amino)pyrrolidin-1-yl)quinazoline